(1-amino-4-(5-bromo-6-methoxy-2H-indazol-2-yl)cyclohexyl)methanol NC1(CCC(CC1)N1N=C2C=C(C(=CC2=C1)Br)OC)CO